[6-[3-(1-fluorocyclopropyl)-1H-1,2,4-triazol-5-yl]-2-azaspiro[3.3]heptan-2-yl]-[6-[[4-(trifluoromethyl)pyrazol-1-yl]methyl]-2-azaspiro[3.3]heptan-2-yl]methanone FC1(CC1)C1=NNC(=N1)C1CC2(CN(C2)C(=O)N2CC3(C2)CC(C3)CN3N=CC(=C3)C(F)(F)F)C1